2-azaspiro[3.3]heptane-6-one trifluoroacetate salt FC(C(=O)O)(F)F.C1NCC12CC(C2)=O